C(\C=C\C1=CC=C(C=C1)O)(=O)SCCNC(CCNC([C@@H](C(COP(OP(OC[C@@H]1[C@H]([C@H]([C@@H](O1)N1C=NC=2C(N)=NC=NC12)O)OP(=O)(O)O)(=O)O)(=O)O)(C)C)O)=O)=O coumaroylCoA